2-(2-chloropyridin-4-yl)-N-(2,5-di(piperidin-1-yl)oxazolo[4,5-b]pyridin-6-yl)oxazole ClC1=NC=CC(=C1)C1OC=CN1C=1C=C2C(=NC1N1CCCCC1)N=C(O2)N2CCCCC2